9-Fluoro-11β,17-dihydroxy-6α-methylpregna-1,4-diene-3,20-dione F[C@@]12[C@]3(C=CC(C=C3[C@H](C[C@H]1[C@@H]1CC[C@](C(C)=O)([C@]1(C[C@@H]2O)C)O)C)=O)C